[1-(trifluoromethyl)cyclopropyl]methyl N-[2-[2-[5-fluoro-2-[4-(1,2,3,4-tetrahydroisoquinolin-6-yl)thieno[2,3-d]pyridazin-7-yl]phenoxy]ethoxy]ethyl]carbamate FC=1C=CC(=C(OCCOCCNC(OCC2(CC2)C(F)(F)F)=O)C1)C=1N=NC(=C2C1SC=C2)C=2C=C1CCNCC1=CC2